1-(6-(5-(2-methoxyquinolin-6-yl)pyridin-3-yl)-2,6-diazaspiro[3.3]heptane-2-carbonyl)cyclopropane-1-carbonitrile COC1=NC2=CC=C(C=C2C=C1)C=1C=C(C=NC1)N1CC2(CN(C2)C(=O)C2(CC2)C#N)C1